tert-Butyl N-[(1S,2R)-2-[(6-{[(1S,2R)-1-{[(tert-butoxy)carbonyl]amino}-2,3-dihydro-1H-inden-2-yl]oxy}hexa-2,4-diyn-1-yl)oxy]-2,3-dihydro-1H-inden-1-yl]carbamate C(C)(C)(C)OC(=O)N[C@@H]1[C@@H](CC2=CC=CC=C12)OCC#CC#CCO[C@H]1[C@H](C2=CC=CC=C2C1)NC(OC(C)(C)C)=O